C1(=CC=CC=C1)S(=O)(=O)[C@]12CCN([C@@H]2CCC2=C1C=CC(=C2)OCC2=C(C=CC=C2Cl)Cl)C(=O)N2CCN(CC2)C(C)=O 1-{4-[(3aR,9bR)-9b-(benzenesulfonyl)-7-[(2,6-dichlorophenyl)methoxy]-1H,2H,3H,3aH,4H,5H,9bH-benzo[e]indole-3-carbonyl]piperazin-1-yl}ethan-1-one